[Cl-].CC1=CC=C(C=C1)OCCCCCOP p-tolueneOxypentyloxyphosphine chloride